[Ir](Cl)(Cl)Cl Iridium(III) Chloride